3-(pyridin-3-yl)butan-1-amine N1=CC(=CC=C1)C(CCN)C